(R)-N-((S)-1-amino-1-oxo-butane-2-yl)-3-(chloromethyl)hexanamide NC([C@H](CC)NC(C[C@@H](CCC)CCl)=O)=O